ethyl-((2-(4-(2,6-difluoro-N-(3-methylbenzyl) benzamido) phenyl) acetamido) methyl) benzoate C(C1=CC=CC=C1)(=O)OC(NC(CC1=CC=C(C=C1)N(C(C1=C(C=CC=C1F)F)=O)CC1=CC(=CC=C1)C)=O)CC